ClC=1C(=C(C=CC1)C=1CCCC2=C(C1C1=CC=C(C=C1)C(C1CN(C1)CCCF)F)C=CC(=C2)C(=O)O)C(F)(F)F 8-(3-chloro-2-(trifluoromethyl)phenyl)-9-(4-(fluoro(1-(3-fluoropropyl)azetidin-3-yl)methyl)phenyl)-6,7-dihydro-5H-benzo[7]annulene-3-carboxylic acid